N-[(4S,5S)-3-(bromomethyl)-7-ethyl-4-(4-fluorophenyl)-6-oxo-1-phenyl-1H,4H,5H,6H,7H-pyrazolo[3,4-b]pyridin-5-yl]-3-(trifluoromethyl)benzamide BrCC1=NN(C=2N(C([C@H]([C@H](C21)C2=CC=C(C=C2)F)NC(C2=CC(=CC=C2)C(F)(F)F)=O)=O)CC)C2=CC=CC=C2